ClC1=C(C=C(C=C1)S(=O)(=O)NC=1C(=C(C(=CC1)F)C=1C=C2C=NC(=NC2=CC1)NC(C(C)(C)C)=O)F)C(F)(F)F N-(6-(3-(4-chloro-3-(trifluoromethyl)phenylsulfonamido)-2,6-difluorophenyl)quinazolin-2-yl)pivalamide